N-ethyl-3-methoxy-2-((2-oxo-4-(o-tolyl)-2H-chromen-7-yl)oxy)propenamide C(C)NC(C(=COC)OC1=CC=C2C(=CC(OC2=C1)=O)C1=C(C=CC=C1)C)=O